brassylaldehyde C(CCCCCCCCCCCC=O)=O